4-(4-fluorophenyl)-2-(4-methylsulfophenyl)-5-(4-pyridyl)-1H-imidazole FC1=CC=C(C=C1)C=1N=C(NC1C1=CC=NC=C1)C1=C(C=C(C=C1)C)S(=O)(=O)O